2-fluoro-3-methyl-phenol FC1=C(C=CC=C1C)O